C(C1=CC=CC=C1)[C@](C(=O)NC=1C(=NC2=C(C=CC=C2C1)F)C)(CC(C)C)C (2R)-2-benzyl-N-(8-fluoro-2-methyl-3-quinolinyl)-2,4-dimethylpentanamide